COC(=O)C=1NN(C(C1)=O)CC ethyl-5-oxo-2,5-dihydro-1H-pyrazole-3-carboxylic acid methyl ester